NCCC1=CN=C(O1)NC(C)C=1C=CC=C2C(=C(NC12)C(=O)O)C1=CC(=C(C=C1)CS(=O)(=O)C)F 7-(1-((5-(2-aminoethyl)oxazol-2-yl)amino)ethyl)-3-(3-fluoro-4-((methylsulfonyl)methyl)phenyl)-1H-indole-2-carboxylic acid